ClC(C)C1=CC=CC=C1 1-chloro-1-phenylethane